S1C(=CC=C1)CNC(C1=C(C(=CC=C1)N1CC(C1)OC1=CC=C(C=C1)CO)N1C=CC=C1)=O N-(thiophen-2-yl-methyl)-3-(3-(4-(hydroxymethyl)phenoxy)azetidin-1-yl)-2-(1H-pyrrol-1-yl)benzamide